ClC1=CC=C2C(=C(C(N(C2=C1)C=1C=NC=CC1)=O)[N+](=O)[O-])O 7-chloro-4-hydroxy-3-nitro-1-(pyridin-3-yl)quinolin-2(1H)-one